4-(1-(2-(2-butoxyethoxy)ethoxy)prop-1-en-2-yl)-1,2-dimethoxybenzene C(CCC)OCCOCCOC=C(C)C1=CC(=C(C=C1)OC)OC